(3R)-3-[6-[2-cyano-3-[[ethyl(methyl)sulfamoyl]amino]-6-fluoro-phenoxy]-5-methoxy-4-oxo-quinazolin-3-yl]-1-oxa-8-azaspiro[4.5]decane C(#N)C1=C(OC=2C(=C3C(N(C=NC3=CC2)[C@H]2COC3(C2)CCNCC3)=O)OC)C(=CC=C1NS(N(C)CC)(=O)=O)F